FC=1C=C(C=CC1F)C[C@@H](C)N1C(=NC2=C1C=CC=1CCN(CC21)C(=O)OC)[C@H]2C[C@@H](CCC2)C(=O)O (1R,3R)-3-[3-[(2R)-1-(3,4-difluorophenyl)propan-2-yl]-8-(methoxycarbonyl)-3H,6H,7H,8H,9H-imidazo[4,5-h]isoquinolin-2-yl]cyclohexane-1-carboxylic acid